7-[5-(difluoromethyl)-1,3,4-oxadiazol-2-yl]-3-(3,4-difluorophenyl)-3,4-dihydrophthalazin-1(2H)-one FC(C1=NN=C(O1)C1=CC=C2CN(NC(C2=C1)=O)C1=CC(=C(C=C1)F)F)F